FC(C1NCCOC1)(F)F 3-(trifluoromethyl)morpholine